C1OC=CC=2C1=CN1C=C3C(N=C4C=CC=CC4=C3)=C1C2 pyrano[3',4':6,7]indolizino[1,2-b]quinolin